6-bromo-2-fluoro-3-(trifluoromethyl)benzaldehyde BrC1=CC=C(C(=C1C=O)F)C(F)(F)F